FC1=C(C=CC(=C1)F)CN(C(=O)NCC=1C=CC2=C(C(CO2)(C)C)C1)C1CCN(CC1)C 1-[(2,4-difluorophenyl)methyl]-3-[(3,3-dimethyl-2,3-dihydro-1-benzofuran-5-yl)methyl]-1-(1-methylpiperidin-4-yl)urea